C1OCC12CN(C2)C2=NN=C(O2)CC(C(=O)NC2=CC=C(C=C2)F)C2=C(C=C(C=C2)C(F)(F)F)C(F)(F)F ((5-(2-oxa-6-azaspiro[3.3]hept-6-yl)-1,3,4-oxadiazol-2-yl)methyl)-2-(2,4-bis(trifluoromethyl)phenyl)-N-(4-fluorophenyl)acetamide